NC1=C(C(=NN1C(C(F)(F)F)C)C1=CC=C(C=C1)C(C)C(NC1=CC(=NO1)CC(C)(C)C)=O)C(=O)N 5-Amino-3-[4-[1-[[3-(2,2-dimethylpropyl)-1,2-oxazol-5-yl]carbamoyl]ethyl]phenyl]-1-[1,1,1-trifluoropropan-2-yl]pyrazole-4-carboxamide